N1CC(CC2=CN=CC=C12)C#N tetrahydro-1,6-naphthyridine-3-carbonitrile